CN(S(=O)(=O)NC1=C(C(=O)O)C=CC(=C1)F)C 2-((N,N-dimethylsulfamoyl)amino)-4-fluorobenzoic Acid